FC1=CC=C2C=C[N+](=CC2=C1F)[O-] 7,8-difluoroisoquinoline 2-oxide